(S)-2-cyclopropyl-N-(((S)-4-ethyl-8-chloro-4-hydroxy-9-methyl-3,14-dioxo-3,4,12,14-tetrahydro-1H-pyrano[3',4':6,7]indolizino[1,2-b]quinolin-11-yl)methyl)-2-hydroxyacetamide C1(CC1)[C@@H](C(=O)NCC1=C2C(=NC=3C=C(C(=CC13)C)Cl)C1=CC3=C(C(N1C2)=O)COC([C@]3(O)CC)=O)O